FC1=C(C=C(C=C1)C(F)(F)F)S\C(\C#N)=C\1/SCCN1C1=C(C=CC=C1)OC (2Z)-2-[[2-fluoro-5-(trifluoromethyl)phenyl]thio]-2-[3-(2-methoxyphenyl)-2-thiazolidineylidene]acetonitrile